NCCOCCOCCOCCN1N=NC(=C1)CN1CCS(CC1)(=O)=O 4-((1-(2-(2-(2-(2-aminoethoxy)ethoxy)ethoxy)-ethyl)-1H-1,2,3-triazol-4-yl)methyl)thiomorpholine-1,1-dioxide